FC1=CC=C(C=C1)C1=C(CCC(C1)(C)C)C(=O)N1CC(C1)C=CC=1C=C2CN(C(C2=CC1)=O)C1C(NC(CC1)=O)=O 3-(5-((1-(4'-fluoro-5,5-dimethyl-3,4,5,6-tetrahydro-[1,1'-biphenyl]-2-carbonyl)azetidin-3-ylmethylene)methyl)-1-oxoisoindolin-2-yl)piperidine-2,6-dione